1,2,4-triiodotoluene IC1(C)C(C=C(C=C1)I)I